NC([C@@H]1[C@H](C[C@@H](O1)N1C(=O)NC(=O)C(C)=C1)O)O 5'-aminodeoxythymidine